C1(=CC=CC2=CC=CC=C12)C1=NC=NC(=N1)C1=CC=CC=C1 4-naphthyl-6-phenyl-1,3,5-triazine